CN1C[C@H]2[C@H](C1)C3=C(C=CC(=C3)Cl)OC4=CC=CC=C24 The molecule is a 5-chloro-2-methyl-2,3,3a,12b-tetrahydrodibenzo[2,3:6,7]oxepino[4,5-c]pyrrole in which both of the stereocentres have S configuration. It is a conjugate base of a (S,S)-asenapine(1+). It is an enantiomer of a (R,R)-asenapine.